4-(5,6-dimethylpyridin-3-yl)-2-[(3R)-3-methylmorpholin-4-yl]-8-(1H-pyrazol-5-yl)-1,7-naphthyridine CC=1C=C(C=NC1C)C1=CC(=NC2=C(N=CC=C12)C1=CC=NN1)N1[C@@H](COCC1)C